hydroxy-2'-acetonaphthone OCC(=O)C1=CC2=CC=CC=C2C=C1